6'-(((1S,3S)-3-(Oxazolo[5,4-b]pyridin-2-ylamino)cyclopentyl)amino)-2H-[1,3'-bipyridin]-2-one N1=C(OC2=NC=CC=C21)N[C@@H]2C[C@H](CC2)NC2=CC=C(C=N2)N2C(C=CC=C2)=O